5-[2-Chloro-6-cyano-4-[1-methyl-1-[4-[(2-methylsulfanylpyrimidin-4-yl)methoxy]phenyl]ethyl]phenoxy]pentanoic acid ClC1=C(OCCCCC(=O)O)C(=CC(=C1)C(C)(C1=CC=C(C=C1)OCC1=NC(=NC=C1)SC)C)C#N